1-(beta-D-Ribofuranosyl)nicotinamide [C@@H]1([C@H](O)[C@H](O)[C@H](O1)CO)N1CC(C(=O)N)=CC=C1